OC(CCCCCN)N 6-hydroxyhexamethylenediamine